5-fluorobenzo[d][1,3]dioxole-4-carbohydrazide FC1=C(C2=C(OCO2)C=C1)C(=O)NN